2-(6-(3,5-dimethylisoxazol-4-yl)-4-((3-fluoropyridin-2-yl)(tetrahydro-2H-pyran-4-yl)methyl)-3-methyl-4H-thieno[2',3':4,5]pyrrolo[3,2-b]pyridin-2-yl)propan-2-ol CC1=NOC(=C1C=1C=C2C(=NC1)C1=C(N2C(C2CCOCC2)C2=NC=CC=C2F)C(=C(S1)C(C)(C)O)C)C